(R)-5-bromo-6-fluoro-2-(2-hydroxypropan-2-yl)-2,3,4,9-tetrahydro-1H-carbazole-8-carboxamide BrC1=C2C=3CC[C@H](CC3NC2=C(C=C1F)C(=O)N)C(C)(C)O